(dibenzofuranyl)(diphenyltriazine) C1(=CC=CC=2OC3=C(C21)C=CC=C3)C=3C(=NN=NC3C3=CC=CC=C3)C3=CC=CC=C3